diethyl (((6-chloro-5-iodo-1H-imidazo[4,5-b]pyridin-2-yl)thio)methyl)phosphonate ClC=1C=C2C(=NC1I)N=C(N2)SCP(OCC)(OCC)=O